C(C1=CC=CC=C1)OC([C@H](CCC(=O)O)NC(CCCCCCCCCCCCCCCCC(=O)OC(C)(C)C)=O)=O (S)-5-(benzyloxy)-4-(18-(tert-butoxy)-18-oxooctadecanamido)-5-oxopentanoic acid